(4S)-7-(3,5-dimethylisoxazol-4-yl)-9-(1-methyl-1H-pyrazol-4-yl)-4-pyridin-2-yl-4,5-dihydroimidazo[1,5,4-de][1,4]benzoxazin-2(1H)-one 2,2,2-trifluoroacetate FC(C(=O)O)(F)F.CC1=NOC(=C1C1=CC(=C2C=3N([C@H](COC31)C3=NC=CC=C3)C(N2)=O)C=2C=NN(C2)C)C